CC1(C2=CC=CC=C2C=2C=CC(=CC12)NC1=CC=C(C=2OC3=C(C21)C=CC=C3)C3=CC=CC=C3)C N-(9,9-dimethyl-9H-fluoren-2-yl)-4-phenyldibenzo[b,d]furan-1-amine